BrC1=C2C=NNC2=C(C=C1)OC(C)C 4-bromo-7-isopropoxy-1H-indazole